2-chloro-3,4-dihydroxy-N-(2-oxoethyl)benzamide ClC1=C(C(=O)NCC=O)C=CC(=C1O)O